6-((1E)-3-(4-benzylphenoxy)prop-1-en-1-yl)-2,3-dihydro-1H-inden-1-one C(C1=CC=CC=C1)C1=CC=C(OC/C=C/C2=CC=C3CCC(C3=C2)=O)C=C1